5-[[2-[(2R,5S)-2-[2-(1-cyclopropyl-4-piperidyl)-1,3-benzothiazol-5-yl]-5-methyl-1-piperidyl]-2-oxo-acetyl]amino]-2-methoxy-pyridine-3-carboxamide C1(CC1)N1CCC(CC1)C=1SC2=C(N1)C=C(C=C2)[C@@H]2N(C[C@H](CC2)C)C(C(=O)NC=2C=C(C(=NC2)OC)C(=O)N)=O